2-(5-(3-(4-fluoro-3-methylphenyl)-1H-pyrazol-1-yl)-7-morpholino-3H-imidazo[4,5-b]pyridin-3-yl)-N-methylethanamine hydrochloride Cl.FC1=C(C=C(C=C1)C1=NN(C=C1)C1=CC(=C2C(=N1)N(C=N2)CCNC)N2CCOCC2)C